O1CC[C@@H](C2=CC=CC=C12)C(=O)N (S)-chromane-4-carboxamide